OC1CN(CC1F)C1=NC=C(C(=O)NC2=CC=C(C=C2)OC(F)(F)Cl)C=C1Br 6-(3-hydroxy-4-fluoropyrrolidin-1-yl)-5-bromo-N-(4-(chlorodifluoromethoxy)phenyl)nicotinamide